OCCCCCCN1C=[N+](C=C1)CCCCCCO 1,3-bis(6-hydroxyhexyl)imidazolium